(4-{[2-Amino-4-(butoxyamino)-5H-pyrrolo[3,2-d]pyrimidin-5-yl]methyl}phenyl)methanol NC=1N=C(C2=C(N1)C=CN2CC2=CC=C(C=C2)CO)NOCCCC